OC=1C=C2CC[C@@H]([C@@H](C2=CC1)C1=CC=C(C=C1)N1CCC(CC1)CN1CCN(CC1)C1=CC=C(C=C1)C1=CC(N(C1)N1C(CCCC1=O)=O)=O)C1=CC=CC=C1 (4-(4-(4-((1-(4-((1R,2S)-6-hydroxy-2-phenyl-1,2,3,4-tetrahydronaphthalen-1-yl)phenyl)piperidin-4-yl)methyl)piperazin-1-yl)phenyl)-2-oxo-2,5-dihydro-1H-pyrrol-1-yl)piperidine-2,6-dione